OCCOC1=CC=C(C=C1)[S+](C1=CC=C(C=C1)SC1=CC=C(C=C1)[S+](C1=CC=C(C=C1)OCCO)C1=CC=C(C=C1)OCCO)C1=CC=C(C=C1)OCCO bis[4-{bis[4-(2-hydroxyethoxy)phenyl]sulfonio}phenyl]sulfide